7-chloro-1H-pyrrolo[3,2-b]pyridine-2-carboxylic acid ethyl ester C(C)OC(=O)C1=CC2=NC=CC(=C2N1)Cl